(2-Amino-4-{[4-(4-chloro-benzenesulfonyl)-3-methyl-thiophen-2-ylmethyl]-amino}-phenyl)-carbamic acid ethyl ester C(C)OC(NC1=C(C=C(C=C1)NCC=1SC=C(C1C)S(=O)(=O)C1=CC=C(C=C1)Cl)N)=O